3-Octylaminopropan C(CCCCCCC)NCCC